(R)-N-(5-chloro-2-fluoro-3-((5-fluoro-3-methyl-4-oxo-3,4-dihydroquinazolin-6-yl)amino)phenyl)-3-fluoropyrazole ClC=1C=C(C(=C(C1)N1N=C(C=C1)F)F)NC=1C(=C2C(N(C=NC2=CC1)C)=O)F